7H-pyrrolo[2,3-H]quinazoline-7-carboxylate N1=CN=CC2=CC=C3C(=C12)C=CN3C(=O)[O-]